N[C@@H](C(=O)O)CCCCN D-2,6-diaminohexanoic acid